N1C=C(C2=CC=CC=C12)C1N(CC2=CC(=CC=C12)C=1C=NC=CC1)C(=O)N (1H-indol-3-yl)-5-(pyridin-3-yl)isoindoline-2-carboxamide